Tert-butyl 4-(1-benzyloxycarbonylazetidin-3-yl)oxypiperidine-1-carboxylate C(C1=CC=CC=C1)OC(=O)N1CC(C1)OC1CCN(CC1)C(=O)OC(C)(C)C